1,6-dimethyl-4-{4-methyl-4-[5-(propan-2-yl)-1,3-benzooxazol-2-yl]piperidin-1-yl}-2-oxo-1,2-dihydroquinoline-3-carboxamide CN1C(C(=C(C2=CC(=CC=C12)C)N1CCC(CC1)(C=1OC2=C(N1)C=C(C=C2)C(C)C)C)C(=O)N)=O